C=C1C(=O)OC(C1)(C)C α-methylene-γ,γ-dimethyl-γ-butyrolactone